methyl 2-(3-bromophenyl)-3-(tosyloxy)-2-((tosyloxy)methyl)propanoate BrC=1C=C(C=CC1)C(C(=O)OC)(COS(=O)(=O)C1=CC=C(C)C=C1)COS(=O)(=O)C1=CC=C(C)C=C1